3-{2-[(3S,4S)-3-{[(5-methanesulfonylpyrazin-2-yl)oxy]methyl}-4-methylpyrrolidin-1-yl]ethyl}benzonitrile CS(=O)(=O)C=1N=CC(=NC1)OC[C@@H]1CN(C[C@H]1C)CCC=1C=C(C#N)C=CC1